2,6-bis((S)-4-benzyl-4,5-dihydrooxazol-2-yl)pyridine C(C1=CC=CC=C1)[C@@H]1N=C(OC1)C1=NC(=CC=C1)C=1OC[C@@H](N1)CC1=CC=CC=C1